methyl-4-amino-6-chloro-3-ethenylpyridine CC1=NC(=CC(=C1C=C)N)Cl